methyl 3-(4-bromothien-2-yl)-2-methyl-3-oxopropanoate BrC=1C=C(SC1)C(C(C(=O)OC)C)=O